6-chloro-3,3-dimethyl-2,3-dihydro-1H-inden-1-ol ClC1=CC=C2C(CC(C2=C1)O)(C)C